P(=O)(OCCCCCCCN(CCCCCCCCC)CCCCCCCCC)(OCCCCCCCCC)[O-] 7-(dinonylamino)heptyl nonyl phosphate